3,5-dichloroazabenzene ClC=1C=NC=C(C1)Cl